ClC1=C2C(=NN(C2=CC=C1)S(=O)(=O)C1=CC=C(C=C1)C(C)(F)F)N1C[C@@H]([C@H](C1)F)F 4-chloro-1-((4-(1,1-difluoroethyl)phenyl)sulfonyl)-3-((3S,4S)-3,4-difluoropyrrolidin-1-yl)-1H-indazole